(4-(3-(2-(4,4-difluoropiperidin-1-yl)-6-methylpyrimidin-4-yl)-1,2,4-oxadiazol-5-yl)-3-(6-azaspiro[2.5]octan-6-yl)phenyl)-2-hydroxyethane-1-sulfonamide FC1(CCN(CC1)C1=NC(=CC(=N1)C1=NOC(=N1)C1=C(C=C(C=C1)C(CO)S(=O)(=O)N)N1CCC2(CC2)CC1)C)F